4-methoxyphenyl-(4-methoxyphenol) COC1=CC=C(C=C1)C1=C(C=CC(=C1)OC)O